Tert-butyl 4-(4-(5-(1-(3-(1H-pyrazol-1-yl)propanoyl)-1,2,5,6-tetrahydropyridin-3-yl)-2-(dimethylcarbamoyl)-4-fluorobenzofuran-7-yl)-3-chlorophenyl)piperazine-1-carboxylate N1(N=CC=C1)CCC(=O)N1CC(=CCC1)C=1C=C(C2=C(C=C(O2)C(N(C)C)=O)C1F)C1=C(C=C(C=C1)N1CCN(CC1)C(=O)OC(C)(C)C)Cl